catechol sodium salt [Na].C=1(O)C(O)=CC=CC1